CN1N=NC(=C1C=1C=C2C(=NC1)C1=C(N2C(C2CCOCC2)C2=CC=CC=C2)C(=C(S1)C(C)(C)O)C)C 2-(6-(1,4-dimethyl-1H-1,2,3-triazol-5-yl)-3-methyl-4-(phenyl-(tetrahydro-2H-pyran-4-yl)methyl)-4H-thieno[2',3':4,5]pyrrolo[3,2-b]pyridin-2-yl)propan-2-ol